(S,E)-2-(cyclopropyl(methyl)amino)-N-(1-cyclopropyl-3-(methylsulfonyl)allyl)-4-phenoxypyrimidine-5-carboxamide C1(CC1)N(C1=NC=C(C(=N1)OC1=CC=CC=C1)C(=O)N[C@H](\C=C\S(=O)(=O)C)C1CC1)C